5-Bromo-3-((2-fluorophenyl)thio)pyrazin-2-amine BrC=1N=C(C(=NC1)N)SC1=C(C=CC=C1)F